5-hydroxy-6-methoxy-7-hydroxy-4'-morpholinyl-flavone OC1=C2C(C=C(OC2=CC(=C1OC)O)C1=CC=C(C=C1)N1CCOCC1)=O